tert-Butyl 7-(4-((3-chloro-4-(2,2-difluoroethoxy)-2-fluorophenyl)amino)pyrido[3,4-d]pyrimidin-6-yl)-4,7-diazaspiro[2.5]octane-4-carboxylate ClC=1C(=C(C=CC1OCC(F)F)NC=1C2=C(N=CN1)C=NC(=C2)N2CCN(C1(CC1)C2)C(=O)OC(C)(C)C)F